ClC1=CC(=C(COC2=CC=CC(=N2)C2CCN(CC2)CC2=NC3=C(N2CC2=NN=CN2)C=C(C=C3)C(=O)O)C=C1)F 2-[(4-{6-[(4-chloro-2-fluorobenzyl)oxy]pyridin-2-yl}piperidin-1-yl)methyl]-1-(4H-1,2,4-triazol-3-ylmethyl)-1H-benzimidazole-6-carboxylic acid